N-(3-fluoro-5-(1-(4-fluorophenyl)-1H-pyrazol-4-yl)benzyl)-8-(3-fluorocyclobutyl)-7H-purine-6-Carboxamide FC=1C=C(CNC(=O)C2=C3NC(=NC3=NC=N2)C2CC(C2)F)C=C(C1)C=1C=NN(C1)C1=CC=C(C=C1)F